BrC1=CC(=NC=C1)NC(=O)C1CC(C1)(OC)OC N-(4-bromopyridin-2-yl)-3,3-dimethoxycyclobutane-1-carboxamide